carbamic acid (methylphenyl) ester CC1=C(C=CC=C1)OC(N)=O